CN1N=CC(=C1)S 1-methyl-1H-pyrazole-4-thiol